endo-methyl 7-(iodo(phenyl)methyl)-2-azabicyclo[2.2.2]oct-5-ene-2-carboxylate IC(C1C2N(CC(C=C2)C1)C(=O)OC)C1=CC=CC=C1